NC1=C(C=NN1C)C(=O)NNC1=C(C=CC=C1)Br 5-amino-1-methyl-N'-(2-bromophenyl)-1H-pyrazole-4-carboxylic acid hydrazide